NC1=CC=C(C=N1)C(=O)NC[C@H]1NC([C@@H](OCC1)C1=CC(=CC=C1)C1=CC=C(C=C1)Cl)=O 6-amino-N-[[(2S,5S)-2-[3-(4-chlorophenyl)phenyl]-3-oxo-1,4-oxazepan-5-yl]methyl]pyridine-3-carboxamide